4-Methoxy ethyl cinnamate CCOC(=O)/C=C/C1C=CC(OC)=CC=1